2-(6-(4-fluorophenyl)-1,1-dioxido-1,2,6-thiadiazinan-2-yl)-N-(5-hydroxyadamantan-2-yl)acetamide FC1=CC=C(C=C1)N1CCCN(S1(=O)=O)CC(=O)NC1C2CC3CC(CC1C3)(C2)O